BrC=1C=C(C=CC1)[C@]1([C@@H](CN2C1=NC=C2)[Se]C2=CC=CC=C2)O (R,S)-7-(3-bromophenyl)-6-(phenylselanyl)-6,7-dihydro-5H-pyrrolo[1,2-a]imidazol-7-ol